8'-(2,6-dioxopiperidin-3-yl)-2'H-spiro[azetidine-3,3'-[1,4]oxazino[2,3-e]isoindole]-7',9'(4'H,8'H)-dione O=C1NC(CCC1N1C(C2=CC=C3C(=C2C1=O)OCC1(N3)CNC1)=O)=O